7-(3-(4-Chlorophenyl)propanoyl)-3-(pyridin-4-yl)-1,5,6,7-tetrahydro-4H-pyrazolo[3,4-d]pyrimidin-4-one ClC1=CC=C(C=C1)CCC(=O)N1CNC(C2=C1NN=C2C2=CC=NC=C2)=O